(5-methyl-1H-indazol-4-yl)boronic acid CC=1C(=C2C=NNC2=CC1)B(O)O